4-((Methylamino)methyl)-N'-((2,4,5,6-tetrahydro-1H-cyclobuta[f]inden-3-yl)carbamoyl)thiophene-2-sulfonimidamide CNCC=1C=C(SC1)S(=O)(N)=NC(NC1=C2C(=CC=3CCCC13)CC2)=O